1,5-diethyl (2E)-4-oxopent-2-enedioate O=C(/C=C/C(=O)OCC)C(=O)OCC